O=C1C2=C(N=C(N1)C1C(CC1)C=1C=NC=NC1)N(N=C2C#N)C(C)C=2C=NC(=CC2)C(F)(F)F 4-oxo-6-(2-(pyrimidin-5-yl)cyclobutyl)-1-(1-(6-(trifluoromethyl)pyridin-3-yl)ethyl)-4,5-dihydro-1H-pyrazolo[3,4-d]pyrimidine-3-carbonitrile